(5-methyl-2-oxo-1,3-dioxol-4-yl)methyl 2-ethoxy-3-[[4-[2-(5-oxo-4H-1,2,4-oxadiazol-3-yl)phenyl]phenyl]methyl]benzimidazole-4-carboxylate C(C)OC=1N(C2=C(N1)C=CC=C2C(=O)OCC=2OC(OC2C)=O)CC2=CC=C(C=C2)C2=C(C=CC=C2)C2=NOC(N2)=O